[V].[Pb]=O lead oxide vanadium